COC1=C(CC(N)C)C=C(C(=C1)C)OC 2,5-dimethoxy-4-methylamphetamine